CC1C=C2C=CNC2=CC1=O 5-methyl-6-oxo-5,6-dihydroindol